beta-aminoethyl-tripropoxysilane NCC[Si](OCCC)(OCCC)OCCC